CC1=NOC=C1C=1C=C2C=CNC(C2=CC1)=O 6-(3-methylisoxazol-4-yl)-1-oxoisoquinolin